OC[C@H](CC1=CC=CC=C1)NC(C1=CC(=CC(=C1)OC)OC)=O (S)-N-(1-hydroxy-3-phenylpropan-2-yl)-3,5-dimethoxybenzamide